2-(1-methylethyl)-4-[[4-(1-methyl-1H-imidazol-2-yl)-1-piperazinyl]carbonyl]-1(2H)-phthalazinone CC(C)N1C(C2=CC=CC=C2C(=N1)C(=O)N1CCN(CC1)C=1N(C=CN1)C)=O